4-isopropyl-2-methoxybenzenesulfonamide C(C)(C)C1=CC(=C(C=C1)S(=O)(=O)N)OC